C(CCCCCCC\C=C/C\C=C/CCCCC)C(C(C)CCCCCCCC\C=C/C\C=C/CCCCC)N(C)C 1,2-dilinoleyl-N,N-dimethylaminopropane